4-methyl-pyrimidine-5-carboxamide CC1=NC=NC=C1C(=O)N